tert-butyl methyl(7-(4-methyl-6-propionylpyridin-3-yl)-2,6-naphthyridin-3-yl)carbamate CN(C(OC(C)(C)C)=O)C=1N=CC2=CC(=NC=C2C1)C=1C=NC(=CC1C)C(CC)=O